C1(=CC=CC=C1)N1NC(C=C1C1=CC=C(C=C1)OC)C1=CC=C(C=C1)OC 1-phenyl-3,5-bis(4-methoxy-phenyl)-dihydropyrazole